(S)-6-bromo-1'-(3-(5-(3,4-difluorophenyl)-3,4-dihydroquinolin-1(2H)-yl)-1H-pyrazolo[3,4-b]pyrazin-6-yl)-1,3-dihydrospiro[indene-2,4'-piperidin]-1-amine BrC1=CC=C2CC3(CCN(CC3)C3=CN=C4C(=N3)NN=C4N4CCCC3=C(C=CC=C43)C4=CC(=C(C=C4)F)F)[C@@H](C2=C1)N